neopentyl glycol di(decanoate) C(CCCCCCCCC)(=O)OCC(C)(COC(CCCCCCCCC)=O)C